4-(4-(phenylethynyl)phenoxy)-1H-1,2,3-triazole-5-carboxylic acid C1(=CC=CC=C1)C#CC1=CC=C(OC=2N=NNC2C(=O)O)C=C1